The molecule is an N-acyl-beta-D-galactosylsphingosine having a sulfo group at the 3-position on the galactose ring and (15Z)-tetracos-15-enoyl as the N-acyl group. It has a role as an epitope. It is a galactosylceramide sulfate and a N-acyl-beta-D-galactosylsphingosine. It is a conjugate acid of a 1-(3-O-sulfo-beta-D-galactosyl)-N-[(15Z)-tetracos-15-enoyl]sphingosine(1-). CCCCCCCCCCCCC/C=C/[C@H]([C@H](CO[C@H]1[C@@H]([C@H]([C@H]([C@H](O1)CO)O)OS(=O)(=O)O)O)NC(=O)CCCCCCCCCCCCC/C=C\\CCCCCCCC)O